COC(C1CCN(CC1)C=1C=C(C=CC1)S(=O)(=O)C1=CC=C(N)C=C1)OC 4-{3-[4-(Dimethoxymethyl)piperidin-1-yl]benzenesulfonyl}aniline